OC1C(C(C2=CC=CC=C12)=O)(C1=C(C=CC=C1)F)C (-)-3-Hydroxy-2-methyl-2-(2-fluorophenyl)-2,3-dihydro-1H-inden-1-one